2-amino-4-(6-(bis(4-methoxybenzyl)amino)-4-methyl-3-(trifluoromethyl)pyridin-2-yl)-5-(2-((tert-butoxycarbonyl)amino)ethyl)-3,6-difluorobenzoic acid NC1=C(C(=O)O)C(=C(C(=C1F)C1=NC(=CC(=C1C(F)(F)F)C)N(CC1=CC=C(C=C1)OC)CC1=CC=C(C=C1)OC)CCNC(=O)OC(C)(C)C)F